ClCC1(CC1)S(=O)(=O)N(CC1=CC=C(C=C1)OC)CC1=CC=C(C=C1)OC 1-(chloromethyl)-N,N-bis[(4-methoxyphenyl)methyl]cyclopropanesulfonamide